hexamethyl-trisilazane C[Si](N[SiH2]N[Si](C)(C)C)(C)C